ribulose OCC(=O)[C@H](O)[C@H](O)CO